1-[4-(2-(azepan-1-yl)ethoxy)benzyl]-5-(benzyloxy)-2-(4-(benzyloxy)phenyl)-3-methyl-1H-indole N1(CCCCCC1)CCOC1=CC=C(CN2C(=C(C3=CC(=CC=C23)OCC2=CC=CC=C2)C)C2=CC=C(C=C2)OCC2=CC=CC=C2)C=C1